2,7-dimethylpyrido[3,4-d]pyrimidin-8(7H)-one CC=1N=CC2=C(N1)C(N(C=C2)C)=O